CS(=O)(=O)OC1CN(C(C1)C(NC1=C(C=CC(=C1)C(CCC1CC1)(N[S@](=O)C(C)(C)C)C1=CC(=CC=C1)C#N)F)=O)C(NC1=CC=C(C=C1)Cl)=O 1-(4-chlorophenylcarbamoyl)-5-(5-(1-(3-cyanophenyl)-3-cyclopropyl-1-((R)-1,1-dimethylethylsulfinamido)propyl)-2-fluorophenylcarbamoyl)pyrrolidin-3-yl methanesulfonate